C(C)(C)(C)OC(NC12CC(C1)(C2)N)=O (3-aminobicyclo[1.1.1]pent-1-yl)carbamic acid tert-butyl ester